2-(3-chloro-5-fluorophenoxy)-8,8-difluoro-5-trifluoromethylbicyclo[4.2.0]octa-1,3,5-trien-7-ol ClC=1C=C(OC2=C3C(C(C3=C(C=C2)C(F)(F)F)O)(F)F)C=C(C1)F